CN1N=C(C=C1CC1=CC(=C(C(=O)N[C@@H](CCOCCCCC2=NC=3NCCCC3C=C2)C(=O)O)C(=C1)C)C)C N-(4-((1,3-dimethyl-1H-pyrazol-5-yl)methyl)-2,6-dimethylbenzoyl)-O-(4-(5,6,7,8-tetrahydro-1,8-naphthyridin-2-yl)butyl)homoserine